C(C)(C)(C)C=1C=C(C=CC1OC)C1CCC2(CN(C2)C(=O)C2CC(C2)(C)O)CC1 (7-(3-(tert-Butyl)-4-methoxyphenyl)-2-azaspiro[3.5]nonan-2-yl)((1s,3s)-3-hydroxy-3-methylcyclobutyl)methanon